[Zn].[Pb].OC(CN(C(C(=C)C)=O)CC(COCCC[Si](C)(O[Si](C)(C)C)O[Si](C)(C)C)O)COCCC[Si](C)(O[Si](C)(C)C)O[Si](C)(C)C N,N-bis[2-hydroxy-3-(3-(bis(trimethylsilyloxy)-methylsilyl)propyloxy)propyl]-2-methyl-acrylamide LEAD-ZINC